ClC1=C2C(=NC(=N1)C1CC1)N(N=C2)C(C)C 4-chloro-6-cyclopropyl-1-isopropyl-1H-pyrazolo[3,4-d]pyrimidine